FCCN1C(=NC=2C1=NC(=CC2)C=2C=CN1N=C(N=CC12)NCC1(CC1)C)C 5-(3-(2-fluoroethyl)-2-methyl-3H-imidazo[4,5-b]pyridin-5-yl)-N-((1-methylcyclopropyl)methyl)pyrrolo[2,1-f][1,2,4]triazin-2-amine